6-benzyl-3-(4-chlorobenzyl)-2,3,4,6-tetrahydropyrido[3,4-c][1,8]naphthyridine-5(1H)-one C(C1=CC=CC=C1)N1C(C2=C(C=3C=CC=NC13)CCN(C2)CC2=CC=C(C=C2)Cl)=O